C1(=CC=CC=C1)[C@@H](C)S(=O)(=O)NC1=C(C(=C(C=C1F)OC1=NC=CC=C1C1=NC(=NC=C1)N[C@@H]1CNC[C@H](C1)F)F)F (R)-1-phenyl-N-(2,3,6-trifluoro-4-((3-(2-(((3S,5S)-5-fluoropiperidin-3-yl)amino)pyrimidin-4-yl)pyridin-2-yl)oxy)phenyl)ethane-1-sulfonamide